FC1=CC=CC=2C=C(N(S(C21)(O)O)C=2C=NC=CC2)[C@H](C)N2C(C1=CC=CC=C1C2=O)=O (S)-2-(1-(8-fluoro-1,1-dihydroxy-2-(pyridin-3-yl)-2H-benzo[e][1,2]thiazin-3-yl)ethyl)isoindoline-1,3-dione